(8-(4-fluorophenyl)-6-azaspiro[3.4]octan-6-yl)(3-hydroxyisoxazol-5-yl)methanone FC1=CC=C(C=C1)C1CN(CC12CCC2)C(=O)C2=CC(=NO2)O